C1(CC1)C=1C=2N(N=C(C1C)N1CCC(CC1)OC1=CC3=C(OCCO3)C=C1)C(C=CN2)=O 9-cyclopropyl-7-(4-((2,3-dihydrobenzo[b][1,4]dioxin-6-yl)oxy)piperidin-1-yl)-8-methyl-4H-pyrimido[1,2-b]pyridazin-4-one